tetrakis(mercaptomethylthio)-1,17-dimercapto-2,4,6,10,12,16-hexathiaheptadecane SCSC(SC(S)(SCS)SCS)(SCSCCCSCSCCCSCS)SCS